C(CCCCCCC\C=C/CCCCCCCC)(=O)OCCCCCCCC\C=C/CCCCCCCC 1-oleyl oleate